C(C1=CC=CC=C1)=[Ru](Cl)(Cl)=C1N(CCN1C1=C(C=C(C=C1C)C)C)C1=C(C=C(C=C1C)C)C benzal-[1,3-bis(2,4,6-trimethylphenyl)imidazolidin-2-ylidene]-dichloro-ruthenium